2-((2R,4S,6R)-2-(1-cyclopropyl-1H-pyrazol-4-yl)-6-methyltetrahydro-2H-pyran-4-yl)-4-(2,4-difluorophenyl)-7-methylpteridine C1(CC1)N1N=CC(=C1)[C@@H]1O[C@@H](C[C@@H](C1)C1=NC2=NC(=CN=C2C(=N1)C1=C(C=C(C=C1)F)F)C)C